1-eicosyl-2-acetyl-sn-glycero-3-phosphocholine C(CCCCCCCCCCCCCCCCCCC)OC[C@@H](OC(C)=O)COP(=O)([O-])OCC[N+](C)(C)C